(S)-N-(1-((1,1-bis(4-chlorophenyl)prop-1-en-2-yl)amino)-4-methyl-1-oxopentan-2-yl)-3-hydroxy-4-methoxypicolinamide ClC1=CC=C(C=C1)C(=C(C)NC([C@H](CC(C)C)NC(C1=NC=CC(=C1O)OC)=O)=O)C1=CC=C(C=C1)Cl